1-(4-amino-1,7-dimethyl-1H-pyrazolo[4,3-c]quinoline-8-carbonyl)-2-(3-fluoropyridin-2-yl)pyrazolin-4-one NC1=NC=2C=C(C(=CC2C2=C1C=NN2C)C(=O)N2N(CC(C2)=O)C2=NC=CC=C2F)C